3-(dimethylamino)-1-phenylpropan-1-one CN(CCC(=O)C1=CC=CC=C1)C